FC1=C(C=CC=C1C(F)F)[C@@H](C)NC=1C2=C(N=C(N1)C)N=C(C(=C2)C2(CC2)C#N)OC 1-(4-((R)-1-(2-fluoro-3-(difluoromethyl)phenyl)ethylamino)-7-methoxy-2-methylpyrido[2,3-d]pyrimidin-6-yl)cyclopropanecarbonitrile